C(C)(C)(C)C1=C(O[P]OC2=C(CC(C=C2)(C(C)(C)C)C)C(C)(C)C)C=CC(C1)(C)C(C)(C)C bis(2,4-di-t-butyl-4-methylphenoxy)phosphorus